(S)-Methyl 6-cyano-2-methyl-5-phenoxy-3,4-dihydroquinoline-1(2H)-carboxylate C(#N)C=1C(=C2CC[C@@H](N(C2=CC1)C(=O)OC)C)OC1=CC=CC=C1